C(C)(C)(C)OC(=O)N1CCC(CC1)NCC#N 4-((cyanomethyl)amino)piperidine-1-carboxylic acid tert-butyl ester